5-(2,8-dimethylimidazo[1,2-a]pyrazin-6-yl)-2-{3-[(3S)-3-(propan-2-yl)piperazin-1-yl]-1,2,4-triazin-6-yl}phenol CC=1N=C2N(C=C(N=C2C)C=2C=CC(=C(C2)O)C2=CN=C(N=N2)N2C[C@@H](NCC2)C(C)C)C1